Bis(2,3,5-triphenylpyrazinyl)(dipivaloylmethanyl)iridium (III) C1(=CC=CC=C1)C1=NC(=C(N=C1C1=CC=CC=C1)C1=CC=CC=C1)[Ir](C(C(C(C)(C)C)=O)C(C(C)(C)C)=O)C1=C(N=C(C(=N1)C1=CC=CC=C1)C1=CC=CC=C1)C1=CC=CC=C1